FC1=C(C(=O)N[C@@H](C(=O)N2CCC3(C(C(N(C3=O)C)=O)CC3=CC=C(C=C3)OC)CC2)C(C)C)C=C(C=C1)C(F)(F)F 2-fluoro-N-((2R)-1-(4-(4-methoxybenzyl)-2-methyl-1,3-dioxo-2,8-diazaspiro[4.5]decan-8-yl)-3-methyl-1-oxobutan-2-yl)-5-(trifluoromethyl)benzamide